ClC=1C(=C(C(=CC1F)F)S(=O)(=O)Cl)F 3-chloro-2,4,6-trifluoro-benzenesulfonyl chloride